C(CCCCCCCCCCC)C=1C(=C(C2=CC=CC=C2C1)CCCCCCCCCCCC)S(=O)(=O)O dilauryl-beta-naphthalenesulfonic acid